FC(C1=NC=C(C=N1)OC=1C(=NC=CN1)C=1CCN(CC1)C(C=C)=O)(F)F 1-(4-(3-((2-(trifluoromethyl)pyrimidin-5-yl)oxy)pyrazin-2-yl)-3,6-dihydropyridin-1(2H)-yl)prop-2-en-1-one